1-(2,5-dimethylbenzyl)-6-[4-(piperazin-1-ylmethyl)phenyl]-2-(pyridin-4-yl-methyl)-1H-benzimidazole CC1=C(CN2C(=NC3=C2C=C(C=C3)C3=CC=C(C=C3)CN3CCNCC3)CC3=CC=NC=C3)C=C(C=C1)C